NC1=NC(=C(C=C1C=1C=C2CCNC(C2=CC1)=O)C1=CC=C(C=C1)C12CNCC2C1(F)F)F 6-(2-amino-5-(4-(6,6-difluoro-3-azabicyclo[3.1.0]hexan-1-yl)phenyl)-6-fluoropyridin-3-yl)-3,4-dihydroisoquinolin-1(2H)-one